bis-ammonium succinate C(CCC(=O)[O-])(=O)[O-].[NH4+].[NH4+]